C(C)(C)(C)N(C(=O)C=1C2=C(N(N1)C1=CC(=CC(=C1)Cl)Cl)C=1C=C(C(=CC1OC2)OC)[C@@H]2[C@H](C2)C(=O)O)C |r| (1SR,2SR)-2-(3-(tert-butyl(methyl)carbamoyl)-1-(3,5-dichlorophenyl)-7-methoxy-1,4-dihydrochromeno[4,3-c]pyrazol-8-yl)cyclopropanecarboxylic acid